(+/-)-ethyl 2-hydroxy-3-methylpentanoate OC(C(=O)OCC)C(CC)C